C(C)(C)C=1N(C2=CC=C(C=C2C1)OC)C1=NC(=NC=C1)C 2-isopropyl-5-methoxy-1-(2-methylpyrimidin-4-yl)indole